4-{[3-(7-{[(3S,4R)-3-fluoro-1-methylpiperidin-4-yl]amino}-3-[(trifluoromethyl)sulfanyl]-1-benzofuran-2-yl)prop-2-yn-1-yl]amino}-3-methoxy-N-methylbenzamide F[C@H]1CN(CC[C@H]1NC1=CC=CC=2C(=C(OC21)C#CCNC2=C(C=C(C(=O)NC)C=C2)OC)SC(F)(F)F)C